CNC(CC=1N=C(N(C1)C1=CC=CC=C1)C1=C(C(=O)N)C=CC=N1)=O (4-(2-(methylamino)-2-oxoethyl)-1-phenyl-1H-imidazol-2-yl)nicotinamide